FC(C1=CN=NC=C1N[C@H](COCC1=NN2C(CN(CC2)C2=NC=C(C=N2)C(F)(F)F)=C1C(F)(F)F)C)(F)F (S)-4-(trifluoromethyl)-5-((1-((3-(trifluoromethyl)-5-(5-(trifluoromethyl)pyrimidin-2-yl)-4,5,6,7-tetrahydropyrazolo[1,5-a]pyrazin-2-yl)methoxy)propan-2-yl)amino)pyridazin